3-carbamimidamido-3-phenylpropanoic acid N(C(=N)N)C(CC(=O)O)C1=CC=CC=C1